CC1(C2=CC=CC=C2C=2C=CC(=CC12)N(C=1C=CC2=C(OC3=C2C=CC=C3)C1)C1=CC=C3C2=CC=C4C(=C2C(C3=C1)(C1=CC=CC=C1)C1=CC=CC=C1)C=CC=C4)C N-(9,9-dimethyl-9H-fluoren-2-yl)-N-(11,11-diphenyl-11H-benzo[a]fluoren-9-yl)dibenzo[b,d]furan-3-amine